CSCCC1=C2NC=NC2=NC=N1 6-methylthioethyl-purine